5-amino-3-(4-bromophenyl)-1-tert-butyl-pyrazole-4-carbonitrile NC1=C(C(=NN1C(C)(C)C)C1=CC=C(C=C1)Br)C#N